2-((1-(2-(Ethylsulfanyl)-3,6-dimethyl-4-oxo-1,4-dihydroquinolin-8-yl)ethyl)amino)benzoic acid ethyl ester C(C)OC(C1=C(C=CC=C1)NC(C)C=1C=C(C=C2C(C(=C(NC12)SCC)C)=O)C)=O